CC=1N=C(NC1C)C1=NC=CC(=C1)C=1C=NC=C(C1)C(=O)N1CC(CC1)C1=CC=CC=C1 2'-(4,5-Dimethyl-1H-imidazol-2-yl)-5-[(3-phenylpyrrolidin-1-yl)carbonyl]-3,4'-bipyridin